(E)-N-(3-(4-Chlorophenyl)-2-phenylallyl)methacrylamide ClC1=CC=C(C=C1)/C=C(/CNC(C(=C)C)=O)\C1=CC=CC=C1